CS(=O)(=O)C1=CC=C(OCCN2CCC3(CC2)C(N(C2=CC=CC=C23)[C@@H]2C[C@@H](C2)O)=O)C=C1 1'-[2-(4-methanesulfonyl-phenoxy)ethyl]-1-[(cis)-3-hydroxycyclobutyl]-1,2-dihydrospiro[indole-3,4'-piperidin]-2-one